[Cl-].C(CC)C[N+](C)(C)NC(C=C)=O propyl-acrylamidotrimethylammonium chloride